(S)- and (R)-4-(2-((2-(6-(1-methyl-1H-pyrazol-4-yl)pyrazolo[1,5-a]pyridin-3-yl)-2-oxo-1-phenylethyl)amino)ethyl)benzenesulfonamide CN1N=CC(=C1)C=1C=CC=2N(C1)N=CC2C([C@H](C2=CC=CC=C2)NCCC2=CC=C(C=C2)S(=O)(=O)N)=O |r|